Bis((6-bromopyridin-2-yl)methyl)-2,3,5,6-tetramethylbenzene-1,4-diamine BrC1=CC=CC(=N1)CNC1=C(C(=C(C(=C1C)C)NCC1=NC(=CC=C1)Br)C)C